OC1=C(C=C(C=C1)C1=CC(=C(C=C1)O)C(=O)O)C(=O)O 4,4'-dihydroxyl-3,3'-biphenyl-dicarboxylic acid